(+)-3-(amino(3-amino-4-fluorophenyl)methyl)benzonitrile NC(C=1C=C(C#N)C=CC1)C1=CC(=C(C=C1)F)N